2-methylnicotinamid CC1=C(C(=O)N)C=CC=N1